BrC=1C=C(C=2N(C1)C(=CN2)C=2SC(=NN2)C(F)F)Cl 2-(6-bromo-8-chloro-imidazo[1,2-a]pyridin-3-yl)-5-(difluoromethyl)-1,3,4-thiadiazole